(S)-N-((S)-1-(3-((7',7'-dimethyl-5'-oxo-5'H,7'H-spiro[cyclopropan-1,8'-pyrano[4,3-b]pyridin]-2'-yl)amino)-8-methoxyisoquinolin-5-yl)propyl)-2-methylpropan-2-sulfinamide CC1(C2(C3=NC(=CC=C3C(O1)=O)NC=1N=CC3=C(C=CC(=C3C1)[C@H](CC)N[S@@](=O)C(C)(C)C)OC)CC2)C